ClC=1C(=C(C=CC1Cl)NC1=NC=NC2=CC(=C(C=C12)OCC=1C=C2CN(C(C2=CC1)=O)C1C(NC(CC1)=O)=O)OC)F 3-(5-(((4-((3,4-dichloro-2-fluorophenyl)amino)-7-methoxyquinazolin-6-yl)oxy)methyl)-1-oxoisoindolin-2-yl)piperidine-2,6-dione